C1(CCCCC1)N1/C(/SC(C1=O)=CC1=CC=CC2=CC=CC=C12)=N/C1=CC=C(C=C1)S(=O)(=O)N 4-(((2Z)-3-cyclohexyl-5-(naphthalene-1-ylmethylene)-4-oxothiazolidin-2-ylidene)amino)benzenesulphonamide